3-(3-iodophenyl)-5-methyl-1,2,4-oxadiazole IC=1C=C(C=CC1)C1=NOC(=N1)C